N1(CCCCC1)C1=NN=C(O1)C(=O)OCC ethyl 5-(piperidin-1-yl)-1,3,4-oxadiazole-2-carboxylate